O1-tert-butyl O3-methyl 3-(2-oxoethyl)pyrrolidine-1,3-dicarboxylate O=CCC1(CN(CC1)C(=O)OC(C)(C)C)C(=O)OC